2-amino-5-(2-methoxybenzyl)-6-methylpyrimidin-4-ol NC1=NC(=C(C(=N1)O)CC1=C(C=CC=C1)OC)C